BrC1=CC=C(C=C1)C(C)N1N=CC(=C1)C1=C(N=NC(=C1)C1=C(C=CC=C1)OCOC)N 4-[1-[1-(4-bromophenyl)ethyl]-1H-pyrazol-4-yl]-6-[2-(methoxymethoxy)phenyl]pyridazin-3-amine